The molecule is an icosadienoic acid in which the two double bonds have Z-geochemistry and are located at positions 8 and 11. It is a conjugate acid of an (8Z,11Z)-icosadienoate(1-). CCCCCCCC/C=C\\C/C=C\\CCCCCCC(=O)O